C(C)(=O)OC(CC)CCC[C@@H](C)[C@H]1CC[C@@H]2[C@@]1(CCC1[C@]3(CC[C@@H](CC3CCC21)OC(C)=O)C)C (7R)-7-[(1R,3aS,7S,9aS,11aR)-7-acetoxy-9a,11a-dimethylhexadecahydro-1H-cyclopenta[1,2-a]phenanthren-1-yl]octan-3-yl acetate